C1(=CC=CC=C1)C=1C=C(C2=CC=CC=C2C1)C1=CC(=CC2=CC=CC=C12)C1=CC=CC=C1 3,3'-diphenyl-1,1'-binaphthyl